1-(6-((2R,6S)-2-ethyl-6-methylmorpholino)-2-methylpyridin-3-yl)cyclohexane-1,4-diamine C(C)[C@H]1O[C@H](CN(C1)C1=CC=C(C(=N1)C)C1(CCC(CC1)N)N)C